2-(chloromethyl)-3-fluoro-5-methylpyridine ClCC1=NC=C(C=C1F)C